[AsH](O)O.C(C)(C)(C)C=1C=C(C=C(C1O)C(C)(C)C)CCC(=O)O.C(CCCCCCCCCCCCCCCCC)(=O)O n-octadecanoic acid beta-(3,5-di-tert-butyl-4-hydroxyphenyl)propionate arsonite